COC(CCCCCCCC1C(C1)CCCCCCCCC(CCCCCCC)CCN(C)C)=O methyl-8-(2-{9-[2-(dimethylamino)ethyl]hexadecyl}cyclopropyl)octanoate